CC1=CC=C(C(=N1)C1=NC=CC=C1)C(=O)N1[C@@H]2[C@@H](C[C@H](C1)C2)NC2=NC=C(C=C2)C(F)(F)F (6-methyl-[2,2'-bipyridin]-3-yl)((1S,4S,6R)-6-((5-(trifluoromethyl)pyridin-2-yl)amino)-2-azabicyclo[2.2.1]hept-2-yl)methanone